[3,5-difluoro-4-({7-[(1-hydroxy-2-methylpropan-2-yl)oxy]quinolin-4-yl}oxy)phenyl]pyridine-3-carboxamide FC=1C=C(C=C(C1OC1=CC=NC2=CC(=CC=C12)OC(CO)(C)C)F)C1=NC=CC=C1C(=O)N